(S)-2-(3-(2',5'-difluoro-[1,1'-biphenyl]-4-yl)-5-(2-hydroxypropan-2-yl)-2-oxotetrahydropyrimidin-1(2H)-yl)-4-methylthiazole-5-sulfonamide FC1=C(C=C(C=C1)F)C1=CC=C(C=C1)N1C(N(C[C@H](C1)C(C)(C)O)C=1SC(=C(N1)C)S(=O)(=O)N)=O